CS(=O)(=O)N1CCC(=CC1)B(O)O (1-(methylsulfonyl)-1,2,3,6-tetrahydropyridin-4-yl)boronic acid